[Br].[In].C=CC(C)C isopentene indium bromine